5-(5-((1R,5S,6r)-6-(1H-1,2,3-Triazol-5-yl)-3-azabicyclo[3.1.0]hexan-3-yl)-1,3,4-oxadiazol-2-yl)-N-(4-fluorophenethyl)pyrimidin-2-amine N1N=NC=C1C1[C@H]2CN(C[C@@H]12)C1=NN=C(O1)C=1C=NC(=NC1)NCCC1=CC=C(C=C1)F